FC(C=1C=C(C=C(C1)C(F)(F)F)B(C1=C(C(=C(C(=C1F)F)F)F)F)C1=CC(=CC(=C1)C(F)(F)F)C(F)(F)F)(F)F bis(3,5-bis(trifluoromethyl)phenyl)(2,3,4,5,6-pentafluorophenyl)borane